N-(4-(4-amino-1-(4-(3-(dimethoxymethyl)azetidin-1-yl)-3-fluorophenyl)-1H-pyrazolo[3,4-d]pyrimidin-3-yl)benzyl)-5-fluoro-2-methoxybenzamide NC1=C2C(=NC=N1)N(N=C2C2=CC=C(CNC(C1=C(C=CC(=C1)F)OC)=O)C=C2)C2=CC(=C(C=C2)N2CC(C2)C(OC)OC)F